3-(5-(dipropylamino)-2-isopropylphenyl)-2-iminothiazolidin-4-one C(CC)N(C=1C=CC(=C(C1)N1C(SCC1=O)=N)C(C)C)CCC